Cl.NC(C(=O)N1CCN(CC1)C(=O)NC1=NC(N(C=C1)C1=CC(=C(C=C1)CCN1CC2(CC2CC1)N)F)=O)(C)C 4-(2-Amino-2-methylpropanoyl)-N-(1-(4-(2-(1-amino-3-azabicyclo[4.1.0]heptan-3-yl)ethyl)-3-fluorophenyl)-2-oxo-1,2-dihydropyrimidin-4-yl)piperazine-1-carboxamide Hydrochloride Salt